[Ga].[B] Boron-gallium